N-{3-[1-(3-cyano-1-methyl-2-oxo-1,2-dihydroquinolin-4-yl)piperidin-4-yl]phenyl}benzenesulfonamide C(#N)C=1C(N(C2=CC=CC=C2C1N1CCC(CC1)C=1C=C(C=CC1)NS(=O)(=O)C1=CC=CC=C1)C)=O